2-(1,2-dimethylpyrrolidin-2-yl)-1H-benzimidazole-4-carboxamide CN1C(CCC1)(C)C1=NC2=C(N1)C=CC=C2C(=O)N